furan-3-yl-(7-(hydroxymethyl)-6,8-dimethyl-1,4-dioxaspiro[4.5]dec-6-en-8-yl)methanol O1C=C(C=C1)C(O)C1(C(=C(C2(OCCO2)CC1)C)CO)C